5-METHOXY-2-METHYLPENTANOIC ACID COCCCC(C(=O)O)C